ClC1=C(C=CC(=C1)C)C=1N=C(N2C1SC=C2)C2=CC=C(C#N)C=C2 4-(7-(2-chloro-4-methylphenyl)imidazo[5,1-b]thiazol-5-yl)benzonitrile